(3R)-3-cyclopentyl-3-[4-(7H-pyrrolo[2,3-d]pyrimidin-4-yl)-1H-pyrazol-1-yl]propanenitrile phosphoric acid salt P(O)(O)(O)=O.C1(CCCC1)[C@@H](CC#N)N1N=CC(=C1)C=1C2=C(N=CN1)NC=C2